6-METHYLPYRIDINE-3-BORONIC ACID CC1=CC=C(C=N1)B(O)O